4-trifluoromethyl-2-fluoropyridine FC(C1=CC(=NC=C1)F)(F)F